2-carboxy-7-((3'-methyl-[1,1'-biphenyl]-2-yl)oxy)-1,2,3,4-tetrahydronaphthalene C(=O)(O)C1CC2=CC(=CC=C2CC1)OC1=C(C=CC=C1)C1=CC(=CC=C1)C